ClC1=C(C=CC=C1C1=C(C(=NC=C1)Cl)Cl)C1=CC=C(C(=N1)OC)CNC1CCOCC1 N-((6-(2-chloro-3-(2,3-dichloropyridin-4-yl)phenyl)-2-methoxypyridin-3-yl)methyl)tetrahydro-2H-pyran-4-amine